O[C@H]1C[C@@H](O[C@@H]1CO)N1C2=NC=NC(=C2N=C1)NC([C@H](CCC(=O)O)N)=O (S)-5-{9-[(2R,4S,5R)-4-Hydroxy-5-(hydroxymethyl)tetrahydrofur-2-yl]-N-adenineyl}-4-amino-5-oxovaleric acid